(methylpropyloxy)propyl-trimethoxysilane CC(CC)OCCC[Si](OC)(OC)OC